BrC=1C=CC(=C(C1)C(CN)C)F 2-(5-Bromo-2-fluorophenyl)propan-1-amine